4-(4-bromophenyl)-1-(1-methylpyrrolidin-3-yl)piperidine BrC1=CC=C(C=C1)C1CCN(CC1)C1CN(CC1)C